8-chloro-7-fluoro-6-(1,3,5-trimethylpyrazol-4-yl)isoquinolin-3-amine ClC=1C(=C(C=C2C=C(N=CC12)N)C=1C(=NN(C1C)C)C)F